C(C)(C)OC(N[C@@H]1CC[C@H](CC1)C=1SC(=CN1)C1=C(C=C(C=C1)N)S(NC(C)(C)C)(=O)=O)=O trans-N-[4-[5-[4-amino-2-(tert-butylsulfamoyl)phenyl]thiazol-2-yl]cyclohexyl]carbamic acid isopropyl ester